COC[C@H]1N(CC(C1)C1=CC=C(C=C1)C(F)(F)F)C1=CC=C(C=C1)[N+](=O)[O-] (2S)-2-(methoxymethyl)-1-(4-nitrophenyl)-4-(4-(trifluoromethyl)phenyl)pyrrolidine